(4-ethane-sulfonylamino-methylphenyl)boronic acid C(C)S(=O)(=O)NC1=CC(=C(C=C1)B(O)O)C